O=C1C2(CCN(CC2)C2=CC=C(C=N2)C(=O)OC(C)(C)C)CCCC(N1)=O tert-Butyl 6-(7,9-dioxo-3,8-diazaspiro[5.6]dodecan-3-yl)pyridine-3-carboxylate